CC1(OB(OC1(C)C)C=1C=C2CN(CC2=CC1)[C@@H]1CC[C@H](CC1)NC(OC(C)(C)C)=O)C tert-butyl ((trans)-4-(5-(4,4,5,5-tetramethyl-1,3,2-dioxaborolan-2-yl)isoindolin-2-yl)cyclohexyl)carbamate